C(C)(=O)NC=1N=C2N(N=C(C=C2)C=2C=C(C(=NC2)OC)C(=O)N)C1 5-{2-acetamidoimidazo[1,2-b]pyridazin-6-yl}-2-methoxypyridine-3-carboxamide